tert-butyl N-cyclopropyl-N-[(3S)-1-{6-[5-fluoro-2-(methoxymethoxy)-4-(6-methoxypyridazin-4-yl)phenyl]pyridazin-3-yl}pyrrolidin-3-yl]carbamate C1(CC1)N(C(OC(C)(C)C)=O)[C@@H]1CN(CC1)C=1N=NC(=CC1)C1=C(C=C(C(=C1)F)C1=CN=NC(=C1)OC)OCOC